dodecylcyclopentadienyl-manganese C(CCCCCCCCCCC)[Mn]C1C=CC=C1